4-(3,8-diazabicyclo[3.2.1]octan-3-yl)-6-(1-methyl-1H-pyrazol-4-yl)pyrrolo[1,2-b]pyridazine hydrochloride Cl.C12CN(CC(CC1)N2)C=2C=1N(N=CC2)C=C(C1)C=1C=NN(C1)C